3-(4-iodophenyl)oxazolidin-2-one IC1=CC=C(C=C1)N1C(OCC1)=O